CNC=1C(=C2C=CC=CN2C1C(=O)C1=CC=C(C=C1)F)C(=O)N 2-Methylamino-3-[(4-fluorophenyl)carbonyl]indolizin-1-carboxamid